C(C)(C)(C)OC(=O)N1CC(C(CC1)(O)C1=CC(=CC=C1)C#N)CN(C)C Rac-syn-tert-butyl-4-(3-cyanophenyl)-3-((dimethylamino) methyl)-4-hydroxypiperidine-1-carboxylate